6-(4-((2-(4-Fluorotetrahydro-2H-pyran-4-yl)-5-(trifluoromethyl)thiazol-4-yl)methoxy)-6-methoxybenzofuran-2-yl)-2-methoxyimidazo[2,1-b][1,3,4]thiadiazole FC1(CCOCC1)C=1SC(=C(N1)COC1=CC(=CC2=C1C=C(O2)C=2N=C1SC(=NN1C2)OC)OC)C(F)(F)F